[Li+].ClC1=C2C(=NC=C1)C=C(S2)C(=O)[O-] 7-chlorothieno[3,2-b]pyridine-2-carboxylic acid lithium salt